ClCCCNC(=O)N1CCNCC1 N-(3-chloropropyl)-piperazine-1-carboxamide